beta-phenyl-acrylamide oxygen [O].C1(=CC=CC=C1)C=CC(=O)N